OC1=C(\C=N\NC(=O)C=2C(=NC(=NC2)N2N=CN=C2)O)C=CC=C1O (E)-N'-(2,3-dihydroxybenzylidene)-4-hydroxy-2-(1H-1,2,4-triazol-1-yl)pyrimidine-5-carbohydrazide